N=1C=CN2C1C=CC(=C2)C2=CC=C(C=C2)S(=O)(=O)N2CCC(CC2)NC2=CC(=CC=C2)S(F)(F)(F)(F)F 1-(4-{imidazo[1,2-a]pyridin-6-yl}benzenesulfonyl)-N-[3-(pentafluoro-λ6-sulfanyl)phenyl]piperidin-4-amine